BrC1=C(C(=C(N)C=C1C(F)(F)F)C(=C)OCC)F 4-bromo-2-(1-ethoxyvinyl)-3-fluoro-5-(trifluoromethyl)-aniline